C1(CC1)C1=C(C=CC=C1)C1N(CCNC1=O)C1CC2(C1)CCN(CC2)C(=O)OC(C)(C)C tert-butyl 2-(2-(2-cyclopropylphenyl)-3-oxopiperazin-1-yl)-7-azaspiro[3.5]nonane-7-carboxylate